(2R,3R,4R,5R)-5-acetamido-2-(acetoxymethyl)-6-((3-oxo-1-phenyl-2,7,10-trioxa-4-azadodecan-12-yl)oxy)tetrahydro-2H-pyran-3,4-diyl diacetate C(C)(=O)O[C@H]1[C@H](OC([C@@H]([C@H]1OC(C)=O)NC(C)=O)OCCOCCOCCNC(OCC1=CC=CC=C1)=O)COC(C)=O